(-)-3-(Boc-amino)pyrrolidine C(=O)(OC(C)(C)C)NC1CNCC1